C(C)(C)(C)OC(=O)N1CCC(CC1)N1N=C2C=CC(=CC2=C1)C=1C=C(C=2N(N1)C=C(N2)C)C 4-[5-(2,8-dimethylimidazo[1,2-b]pyridazin-6-yl)indazol-2-yl]piperidine-1-carboxylic acid tert-butyl ester